OCC=1C(=NC=C(C1)C#CC1=C(C=CC=C1)NS(=O)(=O)C=1C(=CC=C2C=CC=NC12)C)C(=O)O 3-(hydroxymethyl)-5-{2-[2-(7-methylquinoline-8-sulfonamido)phenyl]ethynyl}pyridine-2-carboxylic acid